isopropyl 4,5-dihydro-5,5-diphenylisoxazole-3-carboxylate C1(=CC=CC=C1)C1(CC(=NO1)C(=O)OC(C)C)C1=CC=CC=C1